(S)-2-chloro-4-(8-(2-formylpyrimidin-5-yl)-3-methyl-2,8-diazaspiro[4.5]decan-2-yl)benzonitrile ClC1=C(C#N)C=CC(=C1)N1CC2(C[C@@H]1C)CCN(CC2)C=2C=NC(=NC2)C=O